2,4,6-triamino-pyrimidine-5-carbonitrile NC1=NC(=C(C(=N1)N)C#N)N